ClC=1C=C(C=C(C1OC=1C=C2C(=CC(=NC2=CC1)C1=NC=CC=C1)C)Cl)N1N=C(C(NC1=O)=O)C#N 2-(3,5-dichloro-4-((2-(pyridin-2-yl)-4-methylquinolin-6-yl)oxy)phenyl)-3,5-dioxo-2,3,4,5-tetrahydro-1,2,4-triazine-6-carbonitrile